1-(3-(4-bromophenyl)prop-2-yne-1-yl)-1H-indole BrC1=CC=C(C=C1)C#CCN1C=CC2=CC=CC=C12